C(C)(C)(C)OC(=O)CCCCCCCCCCCCCCCCCCCCOC=1C2=CC=CC=C2C(=C2C=CC=CC12)OCCCCCCCCCCCCCCCCCCCCC(=O)OC(C)(C)C 9,10-bis(tert-butoxycarbonyleicosyloxy)anthracene